1-(tert-butyl) 2-methyl azetidine-1,2-dicarboxylate N1(C(CC1)C(=O)OC)C(=O)OC(C)(C)C